(3S)-3-[(pyridin-2-yl)-amino]butanoic acid N1=C(C=CC=C1)N[C@H](CC(=O)O)C